tert-butyl N-({4-methyl-2-[1-methyl-4-(pyrimidin-2-yl)-1H-pyrazole-3-carbonyl]-2-azabicyclo[3.1.1]heptan-3-yl}methyl)carbamate CC1C(N(C2CC1C2)C(=O)C2=NN(C=C2C2=NC=CC=N2)C)CNC(OC(C)(C)C)=O